ClC1=C(C=CC=C1C1=C(C(=NC=C1)C=1C=C2CCNCC2=C(C1)OC)Cl)C1=CC=C(C(=N1)OC)CNC[C@H]1CCC(N1)=O (R)-5-((((6-(2-chloro-3-(3-chloro-2-(8-methoxy-1,2,3,4-tetrahydroisoquinolin-6-yl)pyridin-4-yl)phenyl)-2-methoxypyridin-3-yl)methyl)amino)methyl)pyrrolidin-2-one